4-[4-(4-hydroxyphenyl)hex-3-en-3-yl]phenol OC1=CC=C(C=C1)C(=C(CC)C1=CC=C(C=C1)O)CC